6-[2-[tert-Butyl(dimethyl)silyl]oxyethylamino]-N-(5-fluoro-2-pyridyl)-1-methyl-2-oxo-quinoline-3-carboxamide [Si](C)(C)(C(C)(C)C)OCCNC=1C=C2C=C(C(N(C2=CC1)C)=O)C(=O)NC1=NC=C(C=C1)F